(R)-3-Chloro-N-(4-(morpholin-2-yl)phenyl)benzamide ClC=1C=C(C(=O)NC2=CC=C(C=C2)[C@@H]2CNCCO2)C=CC1